FC=1C=CC(=C(C1)B(O)O)OCCCCCC [5-FLUORO-2-(HEXYLOXY)PHENYL]BORANEDIOL